(1S,2S)-N-(6-(((1S)-1-(5-cyclopropyl-7-(2-oxo-3-azabicyclo[3.1.0]hexan-3-yl)pyrazolo[1,5-a]pyridin-2-yl)ethyl)amino)pyrimidin-4-yl)-2-(4-methylpyrimidin-2-yl)cyclopropane-1-carboxamide C1(CC1)C1=CC=2N(C(=C1)N1C(C3CC3C1)=O)N=C(C2)[C@H](C)NC2=CC(=NC=N2)NC(=O)[C@@H]2[C@H](C2)C2=NC=CC(=N2)C